C1(=CC=CC=C1)N[C@@H](CC1=CNC=N1)C(=O)O (-)-phenyl-histidine